(-)-Ethyl 3-(2,4-dichlorophenyl)-6-(4-(hydroxycarbamoyl)benzyl)-2-methyl-3,6-dihydro-2H-1,2,6-thiadiazine-4-carboxylate 1,1-dioxide ClC1=C(C=CC(=C1)Cl)C1N(S(N(C=C1C(=O)OCC)CC1=CC=C(C=C1)C(NO)=O)(=O)=O)C